tert-butyl N-[(3S)-1-(3-amino-7-chloro-5-isoquinolyl)-3-piperidyl]carbamate NC=1N=CC2=CC(=CC(=C2C1)N1C[C@H](CCC1)NC(OC(C)(C)C)=O)Cl